8-chloro-N-[2-(3,4-difluorophenyl)cyclopropyl]-7,9-dimethyl-pyrido[3',2':4,5]furo[3,2-d]pyrimidin-4-amine hydrochloride Cl.ClC1=C(C2=C(OC3=C2N=CN=C3NC3C(C3)C3=CC(=C(C=C3)F)F)N=C1C)C